COC1=CC=C(CNC2=NC=CC3=CC=C(C=C23)C=2C=C3C(=NN(C3=CC2)C2OCCCC2)C(=O)O)C=C1 5-(1-((4-methoxybenzyl)amino)isoquinolin-7-yl)-1-(tetrahydro-2H-pyran-2-yl)-1H-indazole-3-carboxylic acid